rac-1-[[4-[3-[3-[[ethyl(methyl)sulfamoyl]amino]-2,6-difluoro-benzoyl]-1H-pyrrolo[2,3-b]pyridin-5-yl]phenyl]methyl]pyrrolidine-3-carboxylic acid C(C)N(S(=O)(=O)NC=1C(=C(C(=O)C2=CNC3=NC=C(C=C32)C3=CC=C(C=C3)CN3C[C@@H](CC3)C(=O)O)C(=CC1)F)F)C |r|